2-{(cis)-3-[2-(aminomethyl)pyrimidin-5-yl]cyclobutyl}-7-methoxy[1,2,4]triazolo[1,5-c]quinazolin-5-amine NCC1=NC=C(C=N1)[C@H]1C[C@H](C1)C1=NN2C(=NC=3C(=CC=CC3C2=N1)OC)N